1-(octyloxy)dodeca-1,10-diene C(CCCCCCC)OC=CCCCCCCCC=CC